Cl.ClCC1=CC(=NC=C1)C 4-(chloromethyl)-2-methyl-pyridine hydrochloride